NC1=C(C=CC(=C1)Cl)C1=CC(=CC(=C1)C(=O)N)C1=CC=C(C=C1)NC(CO)=O amino-4-chloro-4''-(2-hydroxyacetylamino)-[1,1':3',1''-terphenyl]-5'-carboxamide